fucono-1,4-lactone C1([C@@H](O)[C@H](O)[C@@H]([C@@H](O)C)O1)=O